(3S)-3-(5-{[(3S*,4R*)-4-(2,2-dimethylpropyl)-1-{[8-fluoro-2-(oxan-4-yl)quinolin-6-yl]methyl}pyrrolidin-3-yl]oxy}-1-oxo-2,3-dihydro-1H-isoindol-2-yl)piperidine-2,6-dione CC(C[C@H]1[C@@H](CN(C1)CC=1C=C2C=CC(=NC2=C(C1)F)C1CCOCC1)OC=1C=C2CN(C(C2=CC1)=O)[C@@H]1C(NC(CC1)=O)=O)(C)C |o1:3,4|